CC1=C(C(=C(C1([Hf]C1=C(C2=C3CCCC3=CC=C2C1)CC(C)C1=CC=CC=C1)C)C)C)C pentamethylcyclopentadienyl-(1-(2-phenylpropyl)-3,6,7,8-tetrahydro-as-indacenyl)hafnium